C1(CC1)C[C@@H]1N(C(N(C1)CC1=C(N=NN1C)C1=CC=C(C(=N1)CC)N1C[C@H](CC(C1)(F)F)CC(=O)O)=O)C 2-((S)-1-(6-(5-(((S)-4-(cyclopropylmethyl)-3-methyl-2-oxoimidazolidin-1-yl)methyl)-1-methyl-1H-1,2,3-triazol-4-yl)-2-ethylpyridin-3-yl)-5,5-difluoropiperidin-3-yl)acetic acid